[Ca+2].C(CC(O)(C(=O)[O-])CC(=O)[O-])(=O)[O-].C(CC(O)(C(=O)[O-])CC(=O)[O-])(=O)[O-].[Ca+2].[Ca+2] citric acid, calcium salt